1-(2-(1-(difluoromethyl)-1H-pyrazol-4-yl)-5-methoxy-4-nitrophenyl)piperazine FC(N1N=CC(=C1)C1=C(C=C(C(=C1)[N+](=O)[O-])OC)N1CCNCC1)F